2-(butylamino)-N-methyl-5-nitro-benzenesulfonamide C(CCC)NC1=C(C=C(C=C1)[N+](=O)[O-])S(=O)(=O)NC